3-(3,5-di-tert-butyl-4-hydroxyphenyl)-2-methylpropionic acid C(C)(C)(C)C=1C=C(C=C(C1O)C(C)(C)C)CC(C(=O)O)C